2-(3-chloro-5-methyl-1H-pyrazol-4-yl)-7-fluoro-4-isopropyl-1-oxo-1,2-dihydroisoquinolin-6-yl trifluoromethanesulfonate FC(S(=O)(=O)OC=1C=C2C(=CN(C(C2=CC1F)=O)C=1C(=NNC1C)Cl)C(C)C)(F)F